3-[cis-4-(2-methylpropyl)cyclohexyl]propanal CC(C[C@H]1CC[C@H](CC1)CCC=O)C